(3S,4S)-3-methyl-8-(8-(quinazolin-4-ylthio)imidazo[1,2-c]pyrimidin-5-yl)-2-oxa-8-azaspiro[4.5]decan-4-amine C[C@@H]1OCC2([C@@H]1N)CCN(CC2)C2=NC=C(C=1N2C=CN1)SC1=NC=NC2=CC=CC=C12